BrC1=C(N(N=C1)C)C(C)O 1-(4-bromo-2-methyl-pyrazol-3-yl)ethanol